dioctyltin didecanoate C(CCCCCCCCC)(=O)[O-].C(CCCCCCCCC)(=O)[O-].C(CCCCCCC)[Sn+2]CCCCCCCC